(R)-2,2',3,3'-tetrahydro-1,1'-spirobi[1H-indene]-7,7'-diol C12(CCC3=CC=CC(=C13)O)CCC1=CC=CC(=C12)O